CN1N=CC2=CC=C(C=C12)C1CN(C1)C(=O)N1C[C@@H]2[C@@H](OCC(N2)=O)CC1 (4aR,8aS)-6-(3-(1-Methyl-1H-indazol-6-yl)azetidine-1-carbonyl)hexahydro-2H-pyrido[4,3-b][1,4]oxazin-3(4H)-one